NC1=C(C=CC(=C1)C(C)(C)C)C1=C(C=C(C=C1)C(C)(C)C)N 2,2'-diamino-4,4'-di-tert-butyl-biphenyl